N(=[N+]=[N-])[C@H]1C[C@@H](O[C@@H]1CO)N1C(=O)N=C(N)C=C1 3'-azido-2',3'-dideoxycytidine